C(C1=CC=CC=C1)N1C(C(C2=CC=C3C(=C12)C(C=1C=CC=CC13)(C)C)=O)(O)C1=CC=C(C=C1)Br 1-Benzyl-2-(4-bromophenyl)-2-hydroxy-10,10-dimethyl-1,2,3,10-tetrahydroindeno[1,2-g]indol-3-one